C(C)(=O)O[C@@H]1C[C@]2(C(C)(C)O)O[C@@H]3[C@H]([C@@]1(C)O2)[C@]2(CC[C@@H]1[C@]4(CC[C@@H](CC4=C[C@H]([C@H]1[C@@H]2C3)O)O)C)C (3S,7S,16S,20R,22R,24S)-16,24:20,24-diepoxycholest-5-ene-3,7,22,25-tetrol 22-acetate